3-[2-(3-methoxy-4-methyl-phenoxy)-4-pyridyl]-1,3-diazaspiro[4.5]decane-2,4-dione COC=1C=C(OC2=NC=CC(=C2)N2C(NC3(C2=O)CCCCC3)=O)C=CC1C